C(C)(C)(C)ONC(C1=CN=C(C=C1NC1=C(C=CC=C1)N(S(=O)(=O)C)C)NC(=O)C1CC1)=O N-(tert-Butoxy)-6-(cyclopropanecarboxamido)-4-((2-(N-methylmethanesulfonamido)phenyl)amino)nicotinamide